(R)-1-((1-(3-chlorophenyl)-2-methylpropan-2-yl)amino)-3-(4-(methylsulfonyl)phenoxy)propan ClC=1C=C(C=CC1)CC(C)(C)NCCCOC1=CC=C(C=C1)S(=O)(=O)C